[Cl-].C(CCCCCCC)[NH+]1C(CCC1)CCC 1-Octyl-2-propylpyrrolidinium chlorid